1-(7-(benzhydrylamino)naphtho[2,3-d][1,3]dioxol-6-yl)ethan-1-one C(C1=CC=CC=C1)(C1=CC=CC=C1)NC=1C(=CC2=CC3=C(OCO3)C=C2C1)C(C)=O